[Si](C)(C)(C(C)(C)C)O[C@@H]1[C@H](C[C@H](CC1)C1=CC(=CC=C1)C(F)(F)F)N(C(OC(C)(C)C)=O)C tert-butyl ((1S,2S,5S)-2-((tert-butyldimethylsilyl)oxy)-5-(3-(trifluoromethyl)phenyl)cyclohexyl)(methyl)carbamate